(-)-(2S)-1-methylpiperidine-2-carboxylic acid CN1[C@@H](CCCC1)C(=O)O